C1(=CC=CC=C1)[C@@H]1CN(C[C@@H]1OC(=O)C1=CC=C(C=C1)[N+](=O)[O-])C(=O)OC(C)(C)C |r| tert-Butyl (±)-cis-3-phenyl-4-{[(4-nitrophenyl)carbonyl]oxy}pyrrolidine-1-carboxylate